COC=1C=C(CN(C=2SC=C(N2)CN2C(CNCC2)=O)CC2=CC(=CC=C2)OC)C=CC1 1-((2-(bis(3-methoxybenzyl)amino)thiazol-4-yl)methyl)piperazin-2-one